Methyl 2-(3-fluorophenyl)-7-nitro-1H-indole-5-carboxylate FC=1C=C(C=CC1)C=1NC2=C(C=C(C=C2C1)C(=O)OC)[N+](=O)[O-]